C(C)[SiH](OCCC)OCCC ethylbis(3-propoxy)silane